NC(C)(C)C1=CC=C2C(=N1)N(C(=C2)C=2N=C1N(C(=CC(=C1)C=O)OC)C2C)CC2CC2 [2-[6-(2-aminopropan-2-yl)-1-(cyclopropylmethyl)pyrrolo[2,3-b]pyridin-2-yl]-5-methoxy-3-methylimidazo[1,2-a]pyridin-7-yl]methanone